5-bromo-N,N-dimethylindole-1-sulfonamide BrC=1C=C2C=CN(C2=CC1)S(=O)(=O)N(C)C